(3R,7R)-2-(3,4-dichlorobenzoyl)-3,7-dimethyl-9-((R*)-1-(6-(5-methyl-2H-tetrazol-2-yl)pyridin-3-yl)ethyl)-1,2,3,4,8,9-hexahydropyrido[4',3':3,4]pyrazolo[1,5-a]pyrazin-10(7H)-one ClC=1C=C(C(=O)N2CC=3C(=NN4C3C(N(C[C@H]4C)[C@H](C)C=4C=NC(=CC4)N4N=C(N=N4)C)=O)C[C@H]2C)C=CC1Cl |o1:18|